FC(C(=O)O)(F)F.C1NC[C@H]2[C@@H]1CC[C@@H]2NS(=O)(=O)C |r| rac-N-[(3aR,4S,6aS)-octahydrocyclopenta[c]pyrrol-4-yl]methanesulfonamide trifluoroacetate